3-Benzenesulfonyl-2-oxo-1-{3-[3-(pyrimidin-2-ylamino)-propyl]-cyclobutanecarbonyl}-imidazolidine-4-carboxylic acid methyl ester COC(=O)C1N(C(N(C1)C(=O)C1CC(C1)CCCNC1=NC=CC=N1)=O)S(=O)(=O)C1=CC=CC=C1